(1S,1aS,6aR)-4-((2-fluoro-5-(6-(3-(1-hydroxycyclopropyl)propoxy)-2-methylpyridin-3-yl)benzyl)oxy)-1,1a,6,6a-tetrahydrocyclopropa[a]indene-1-carboxylic acid FC1=C(COC2=CC=3C[C@@H]4[C@H](C3C=C2)[C@H]4C(=O)O)C=C(C=C1)C=1C(=NC(=CC1)OCCCC1(CC1)O)C